(tert-butyl)-N-(3-chloro-6-oxo-1,6-dihydropyridin-2-yl)-N-((3-fluorooxetan-3-yl)methyl)-1H-benzo[d]imidazole-2-carboxamide C(C)(C)(C)N1C(=NC2=C1C=CC=C2)C(=O)N(CC2(COC2)F)C=2NC(C=CC2Cl)=O